1,2,3,4-tetrahydroisoquinoline-3-carboxylate potassium [K+].C1NC(CC2=CC=CC=C12)C(=O)[O-]